ClC1=CC(=C(C=C1F)C1=NC(=CC=2N=C(N(C(C21)=O)C)C)N2C[C@@H](OCC2)C=2C=NN(C2)C)F 5-(4-chloro-2,5-difluorophenyl)-2,3-dimethyl-7-((2S)-2-(1-methyl-1H-pyrazol-4-yl)-4-morpholinyl)-pyrido[4,3-d]pyrimidin-4(3H)-one